4-(7-amino-3-(piperidin-3-yl)-1H-pyrazolo[4,3-d]pyrimidin-1-yl)-N-(4-(trifluoromethyl)pyridin-2-yl)benzamide NC=1C2=C(N=CN1)C(=NN2C2=CC=C(C(=O)NC1=NC=CC(=C1)C(F)(F)F)C=C2)C2CNCCC2